1-(3-bromophenyl)-6-fluoro-2,3,4,9-tetrahydro-1H-pyrido[3,4-b]indole BrC=1C=C(C=CC1)C1NCCC2=C1NC1=CC=C(C=C21)F